BrC=1C=C(SC1)C(CC(C(=O)OC)=O)=O Methyl 4-(4-bromothien-2-yl)-2,4-dioxobutanoate